C(C)(=O)NCC(=O)CO[Si](OC)(OC)CCCN (N-Acetyl-glycyl)-3-aminopropyltrimethoxysilane